C(C)N1C2(CCCCC2)C2(C(NC3=CC=CC=C23)=O)CC1C(=O)N 1'-ethyl-2''-oxo-dispiro[cyclohexane-1,2'-pyrrolidine-3',3''-indoline]-5'-carboxamide